Cl.FC(CNC(C)C)F N-(2,2-difluoroethyl)propan-2-amine hydrochloride